8-((1r,4r)-4-(difluoromethyl)cyclohexyl)-5-(4-fluorobenzyl)-2-(pyridazin-4-yl)-2,5,8-triazaspiro[3.5]nonane-6,9-dione FC(C1CCC(CC1)N1CC(N(C2(CN(C2)C2=CN=NC=C2)C1=O)CC1=CC=C(C=C1)F)=O)F